C1(CCCCC1)OC(=O)N1CCNCC1 cyclohexylpiperazine-1-carboxylate